C1(CC1)COCC(CC(C)C1=CC=CC=C1)C (5-(Cyclopropylmethoxy)-4-methylpent-2-yl)benzene